(1R)-1-(oxetan-3-yl)ethan-1-ol O1CC(C1)[C@@H](C)O